N-((5-bromo-2-fluorobenzoyl)oxy)-4-(1-methyl-4-(trifluoromethyl)-1H-imidazol-2-yl)benzimidamide BrC=1C=CC(=C(C(=O)ONC(C2=CC=C(C=C2)C=2N(C=C(N2)C(F)(F)F)C)=N)C1)F